2-bromo-4-iodo-1-(trifluoromethyl)benzene BrC1=C(C=CC(=C1)I)C(F)(F)F